N-(2-methoxyphenyl)-2-(di-tert-butylphosphino)pyrrole COC1=C(C=CC=C1)N1C(=CC=C1)P(C(C)(C)C)C(C)(C)C